maleic acid sulfur [S].C(\C=C/C(=O)O)(=O)O